(1-(2-amino-2-oxoethyl)-4-methylpiperidin-4-yl)carbamic acid tert-butyl ester C(C)(C)(C)OC(NC1(CCN(CC1)CC(=O)N)C)=O